(7-bromo-2-chloroquinolin-5-yl)methanol BrC1=CC(=C2C=CC(=NC2=C1)Cl)CO